FC(C1(CC1)C=1C=C(C=CC1)N1C(C2=CC(=CC(=C2C1)C(F)(F)F)CN1[C@H](CN(CC1)C)C(C)C)=O)(C1=NN=CN1C)F (S)-2-(3-(1-(Difluoro(4-methyl-4H-1,2,4-triazol-3-yl)methyl)cyclopropyl)phenyl)-6-((2-isopropyl-4-methylpiperazin-1-yl)methyl)-4-(trifluoromethyl)isoindolin-1-one